N-(4-(2-(cyclohexylmethoxy)propan-2-yl)thiazol-2-yl)-1-(pyridin-4-ylmethyl)-1H-pyrrole-2-carboxamide C1(CCCCC1)COC(C)(C)C=1N=C(SC1)NC(=O)C=1N(C=CC1)CC1=CC=NC=C1